CC([Si](=[Ti](NC1CCCCCCCCCCC1)C1(C(=C(C(=C1)C)C)C)C)C)C dimethyl-dimethylsilylene(tetramethylcyclopentadienyl)(cyclododecylamino)titanium